Cl.COC=1C=C(N=NC1OC)C1=CC=C(C=C1)CN[C@@H]1C[C@@H]([C@H](CC1)OC)NC=1C2=C(N=CN1)SC(=C2)CC(F)(F)F (1S,3S,4S)-N1-{[4-(5,6-dimethoxypyridazin-3-yl)phenyl]methyl}-4-methoxy-N3-[6-(2,2,2-trifluoroethyl)thieno[2,3-d]pyrimidin-4-yl]cyclohexane-1,3-diamine hydrochloride